C1(CCCC1)C1=C(C2=C(C=3C(=NN(C3C=C2)C2OCCCC2)F)CCC1)C1=CC=C(C=C1)N1CCC(CC1)C(OC)OC 7-cyclopentyl-6-(4-(4-(dimethoxymethyl)piperidin-1-yl)phenyl)-1-fluoro-3-(tetrahydro-2H-pyran-2-yl)-3,8,9,10-tetrahydrocyclohepta[e]indazole